4-bromo-5,6-dimethylindolin-2-one BrC1=C2CC(NC2=CC(=C1C)C)=O